CC=1C=C(C=CC1C)N1N=C(C=2C=NC=3C=CC(=CC3C21)OC)C2=CC=C(C=C2)C2=CC=NC=C2 1-(3,4-dimethylphenyl)-8-methoxy-3-(4-pyridin-4-ylphenyl)-1H-pyrazolo[4,3-c]quinoline